2,5-Dihydropyrimidin N=1CN=CCC1